n-butyl-2,2,6,6-tetramethyl-4-piperidinamine CCCCNC1CC(NC(C1)(C)C)(C)C